N-[2,8-dimethylimidazo[1,2-b]pyridazin-6-yl]-5-(piperidin-4-yl)cinnoline-8-carboxamide CC=1N=C2N(N=C(C=C2C)NC(=O)C=2C=CC(=C3C=CN=NC23)C2CCNCC2)C1